2-(2-(cyclohexylamino)-2-oxoethyl)isoquinolin-2-ium C1(CCCCC1)NC(C[N+]1=CC2=CC=CC=C2C=C1)=O